3-[4-amino-5-(trifluoromethyl)pyrrolo[2,1-f][1,2,4]triazin-7-yl]-4-fluoro-N-[(3R,4S)-4-fluoro-1-(2-methylpropanoyl)pyrrolidin-3-yl]benzamide NC1=NC=NN2C1=C(C=C2C=2C=C(C(=O)N[C@@H]1CN(C[C@@H]1F)C(C(C)C)=O)C=CC2F)C(F)(F)F